(R)-3-(3-(3-bromo-5-methylphenyl)isoxazol-5-yl)-3-hydroxy-1-methylpyrrolidin-2-one BrC=1C=C(C=C(C1)C)C1=NOC(=C1)[C@]1(C(N(CC1)C)=O)O